4-amino-2-methylbutan-1-ol NCCC(CO)C